Racemic-1-[4-[(2,6-dioxo-3-piperidinyl)amino]-2-fluoro-phenyl]-4-hydroxy-piperidine-4-carboxylic acid benzyl ester C(C1=CC=CC=C1)OC(=O)C1(CCN(CC1)C1=C(C=C(C=C1)N[C@H]1C(NC(CC1)=O)=O)F)O |r|